(R)-2-((8-(morpholine-4-carbonyl)-2,3-dihydrobenzo[b][1,4]dioxin-5-yl)amino)-4-((tetrahydrofuran-3-yl)amino)-7H-pyrrolo[2,3-d]pyrimidine-5-carbonitrile N1(CCOCC1)C(=O)C1=CC=C(C2=C1OCCO2)NC=2N=C(C1=C(N2)NC=C1C#N)N[C@H]1COCC1